OC1=C(C=CC=C1)C=1N=C(N2C1CCCC2)C2=C(C(=CC=C2)CN2CCOCC2)O 2-(1-(2-Hydroxyphenyl)-5,6,7,8-tetrahydroimidazo[1,5-a]pyridin-3-yl)-6-(morpholinomethyl)phenol